4-[5-({[4-(Aminomethyl)phenyl]methyl}sulfanyl)-4-methyl-1-(thiophen-2-carbonyl)-1H-pyrazol-3-yl]-1-(morpholin-4-carbonyl)piperidin-3-on NCC1=CC=C(C=C1)CSC1=C(C(=NN1C(=O)C=1SC=CC1)C1C(CN(CC1)C(=O)N1CCOCC1)=O)C